Cis-N1-methyl-N1-(7-tosyl-7H-pyrrolo[2,3-d]pyrimidin-4-yl)cyclobutane-1,3-diamine hydrobromide Br.CN([C@@H]1C[C@@H](C1)N)C=1C2=C(N=CN1)N(C=C2)S(=O)(=O)C2=CC=C(C)C=C2